4-[(3S,5R)-2-(2,2-dimethylpropionyl)-5-methyl-1,2-oxazolidin-3-yl]benzonitrile CC(C(=O)N1O[C@@H](C[C@H]1C1=CC=C(C#N)C=C1)C)(C)C